FC(C)(F)C=1N(C=C(N1)C=1C=CC(=NC1C)N[C@@H]1CN(CC1)C(C(C)C1=CC(=NC=C1C)OC)=O)C 1-[(3S)-3-({5-[2-(1,1-difluoroethyl)-1-methyl-1H-imidazol-4-yl]-6-methylpyridin-2-yl}amino)pyrrolidin-1-yl]-2-(2-methoxy-5-methylpyridin-4-yl)propan-1-one